C(=O)OC1=C(C=CC=C1)CC=1N(C=CN1)C 2-((1-methyl-1H-imidazol-2-yl)methyl)phenol formate